(S)-5,6-dichloro-1'-(2-((R)-pyrrolidin-3-yl)acetyl)spiro[indoline-3,3'-pyrrolidin]-2-one ClC=1C=C2C(=CC1Cl)NC([C@]21CN(CC1)C(C[C@@H]1CNCC1)=O)=O